N-(4-(trifluoromethyl)phenyl)-8-oxatricyclo[3.2.1.02,4]octane-2-carboxamide FC(C1=CC=C(C=C1)NC(=O)C12C3CCC(C2C1)O3)(F)F